trans-1-Boc-3-amino-4-fluoropyrrolidine C(=O)(OC(C)(C)C)N1C[C@H]([C@@H](C1)F)N